3-Methylthiophen CC1=CSC=C1